3-Chloro-4-(3,3-difluoroazetidin-1-yl)-6-hydrazinopyridazine ClC=1N=NC(=CC1N1CC(C1)(F)F)NN